[3-(azepan-1-yl)-4-(4-propylpiperazine-1-carbonyl)phenyl]3-Cyclopropanecarbonylthiourea N1(CCCCCC1)C=1C=C(C=CC1C(=O)N1CCN(CC1)CCC)NC(=S)NC(=O)C1CC1